(2S,3R)-5-(2,4-difluorophenyl)-2-(hydroxymethyl)-3-methyl-3,4-dihydro-2H-pyrano[2,3-b]Pyridine-7-carboxylic acid ethyl ester C(C)OC(=O)C1=CC(=C2C(=N1)O[C@@H]([C@@H](C2)C)CO)C2=C(C=C(C=C2)F)F